N-[(6-Amino-2-pyridyl)sulfonyl]-6-[2-(cyclopropylamino)pyrimidin-5-yl]-2-(2,4,6-trimethylphenoxy)pyridin-3-carboxamid NC1=CC=CC(=N1)S(=O)(=O)NC(=O)C=1C(=NC(=CC1)C=1C=NC(=NC1)NC1CC1)OC1=C(C=C(C=C1C)C)C